FC(OC1=C(C=CC(=C1)F)[C@H]1[C@@H](O[C@]([C@H]1C)(C(F)(F)F)C)C(=O)NC1=CC(=NC=C1)C(=O)NC)F 4-((2R,3S,4S,5R)-3-(2-(difluoromethoxy)-4-fluorophenyl)-4,5-dimethyl-5-(trifluoromethyl)tetrahydrofuran-2-carboxamido)-N-methylpicolinamide